C(#C)C1COC(OC1)(C)C 5-ethynyl-2,2-dimethyl-1,3-dioxane